4-Chloro-1-(((R)-7-((2S,4R)-4-((2,2-difluoroethyl)amino)-2-(2,5-difluorophenyl)piperidine-1-carbonyl)-7-azaspiro[4.5]decan-10-yl)methyl)pyridin-2(1H)-one ClC1=CC(N(C=C1)C[C@@H]1CCN(CC12CCCC2)C(=O)N2[C@@H](C[C@@H](CC2)NCC(F)F)C2=C(C=CC(=C2)F)F)=O